C(C)(C)(C)C=1C=C(C=C(C1O)C(C)(C)C)CCC(=O)[O-] 3-(3,5-di-tert-butyl-4-hydroxy-phenyl)propionate